[Si](C)(C)(C(C)(C)C)OCCN(C=1C=C2N=C(C=NC2=CC1)C=1C=NN(C1)C1OCCCC1)C1=CC=CC=C1 N-(2-((tert-butyldimethylsilyl)oxy)ethyl)-N-phenyl-3-(1-(tetrahydro-2H-pyran-2-yl)-1H-pyrazol-4-yl)quinoxalin-6-amine